BrC1=NN(C(=N1)C(C)=O)CC 1-(3-bromo-1-ethyl-1H-1,2,4-triazol-5-yl)ethan-1-one